naphthalene-2,3,6,7-tetracarboxylate C1=C(C(=CC2=CC(=C(C=C12)C(=O)[O-])C(=O)[O-])C(=O)[O-])C(=O)[O-]